5-(1-((1-(2-(4-(4-chloro-1,2-diphenylbut-1-en-1-yl)phenoxy)ethyl)piperidin-4-yl)methyl)piperidin-4-yl)-2-(2,6-dioxopiperidin-3-yl)isoindoline-1,3-dione ClCCC(=C(C1=CC=CC=C1)C1=CC=C(OCCN2CCC(CC2)CN2CCC(CC2)C=2C=C3C(N(C(C3=CC2)=O)C2C(NC(CC2)=O)=O)=O)C=C1)C1=CC=CC=C1